BrC=1N=CC(=NC1)SC=1C(=C2C(N(C=NC2=CC1)CCCF)=O)Cl 6-(5-bromopyrazin-2-yl)thio-5-chloro-3-(3-fluoropropyl)quinazolin-4(3H)-one